FC1=CC2=C(N=C(N=C2)[C@H]2CN(CCC2)C(=O)OC(C)(C)C)N=C1C1=C(C=C(C=C1C)C)OC tert-butyl (3R)-3-[6-fluoro-7-(2-methoxy-4,6-dimethyl-phenyl)pyrido[2,3-d]pyrimidin-2-yl]piperidine-1-carboxylate